O1C(=CC=C1CC=O)CC=O 2,5-furandiacetaldehyde